3-iodo-N-(1-methylazetidin-3-yl)-5,7-diphenylpyrazolo[1,5-a]pyrimidine-2-carboxamide IC=1C(=NN2C1N=C(C=C2C2=CC=CC=C2)C2=CC=CC=C2)C(=O)NC2CN(C2)C